C(C)(C)(C)OC(=O)N(CCC1=CC=C(C=C1)NC(=O)C1=C(C=C(C(=O)OC)C=C1)NC(C1=NC=CC=C1)=O)C Methyl 4-((4-(2-((tert-butoxycarbonyl)(methyl)amino)ethyl)phenyl)carbamoyl)-3-(picolinamido)benzoate